FC=1C=C(C=C2CN(C(C12)=O)C1C(NC(CC1)=O)=O)CN1CCN(CC1)C1=CC=C(C=C1)[C@H]1[C@H](COC2=CC(=CC=C12)O)C1=CC=CC=C1 3-(7-fluoro-5-((4-(4-((3S,4R)-7-hydroxy-3-phenylchroman-4-yl)phenyl)piperazin-1-yl)methyl)-1-oxoisoindolin-2-yl)piperidine-2,6-dione